3-((1-(2,2-dimethyl-4,6-dioxo-1,3-dioxane-5-ylidene)ethyl)amino)thiophene-2-carboxylic acid methyl ester COC(=O)C=1SC=CC1NC(C)=C1C(OC(OC1=O)(C)C)=O